2-([1,1'-biphenyl]-4-yl)acetic acid C1(=CC=C(C=C1)CC(=O)O)C1=CC=CC=C1